FC=1C=CC(=C(C1)O)C1=NNC(=C1)C=1OC=CC1 5-Fluoro-2-(5-(furan-2-yl)-1H-pyrazol-3-yl)phenol